BrC1=C(CNC2CCC(CC2)C(=O)OC)C(=CC=C1)[N+](=O)[O-] (1s,4s)-methyl 4-(2-bromo-6-nitrobenzylamino)cyclohexanecarboxylate